C(C)(=O)O[C@H]1[C@@H]([C@H](O[C@@H]([C@H]1OC(C)=O)OC1=CC=C(C=C1)[N+](=O)[O-])CC(F)(F)P(O)(O)=O)OCC1=CC=CC=C1 (2-((2R,3R,4S,5S,6R)-4,5-diacetoxy-3-(benzyloxy)-6-(4-nitrophenoxy)tetrahydro-2H-pyran-2-yl)-1,1-difluoroethyl)phosphonic acid